CN([C@H](C(=O)[O-])C)C(CCC(C)(S)C)=O (2S)-2-[methyl-(4-methyl-4-sulfanyl-pentanoyl)amino]propanoate